NC1=C(C(=O)OCC)C=CC(=C1F)B1OC(C(O1)(C)C)(C)C ethyl 2-amino-3-fluoro-4-(4,4,5,5-tetramethyl-1,3,2-dioxaborolan-2-yl)benzoate